methyl (1R,2S,5S)-6,6-dimethyl-3-azabicyclo-[3.1.0]hexane-2-carboxylate hydrochloride salt Cl.CC1([C@H]2CN[C@@H]([C@@H]12)C(=O)OC)C